Ethyltetrahydrophthalic acid C(C)C1(C(=O)O)C(C(=O)O)CCC=C1